FC(F)(F)C1=NN2C(C=NC=C2)=N1 (trifluoromethyl)-[1,2,4]triazolo[1,5-a]pyrazine